di(9-decenyl) phthalate C(C=1C(C(=O)OCCCCCCCCC=C)=CC=CC1)(=O)OCCCCCCCCC=C